1,3-dinonylimidazolium C(CCCCCCCC)N1C=[N+](C=C1)CCCCCCCCC